N-(2-hydroxyethyl)-N,N-dimethylbenzenemethanaminium chloride [Cl-].OCC[N+](CC1=CC=CC=C1)(C)C